C(CC=O)=O 1,3-propanedial